tert-butyl (R)-(3-((tert-butyldimethylsilyl)oxy)-2-hydroxypropyl)carbamate [Si](C)(C)(C(C)(C)C)OC[C@@H](CNC(OC(C)(C)C)=O)O